C(#N)C(CC12CC(C1)(C2)C2=CC=C(C=C2)C#N)NC(=O)[C@H]2OCCCNC2 (2S)-N-(1-cyano-2-(3-(4-cyanophenyl)bicyclo[1.1.1]pentan-1-yl)ethyl)-1,4-oxazepane-2-carboxamide